3-methoxy-1-methyl-N-[(1s,4s)-4-{[2-(trifluoromethyl)imidazo[1,2-a]pyridin-5-yl]amino}cyclohexyl]-1H-pyrazole-4-carboxamide COC1=NN(C=C1C(=O)NC1CCC(CC1)NC1=CC=CC=2N1C=C(N2)C(F)(F)F)C